Cis-4-(trifluoromethyl)cyclohexyl ((((2R,3S,4R,5S)-5-(4-aminopyrrolo[2,1-f][1,2,4]triazin-7-yl)-2-cyano-3,4-dihydroxytetrahydrofuran-2-yl)methoxy)(phenoxy)phosphoryl)-L-alaninate NC1=NC=NN2C1=CC=C2[C@H]2[C@@H]([C@@H]([C@@](O2)(C#N)COP(=O)(OC2=CC=CC=C2)N[C@@H](C)C(=O)O[C@@H]2CC[C@@H](CC2)C(F)(F)F)O)O